3,3'-bis(2-(2-(2-methoxyethoxy)ethoxy)ethoxy)-2,2':5',2''-terthiophene COCCOCCOCCOC1=C(SC=C1)C=1SC(=CC1OCCOCCOCCOC)C=1SC=CC1